C(C1=CC=CC=C1)N1CC2C(CC1)C1=C(OCC2)C=CC=C1 3-Benzyl-1,2,3,4,4a,5,6,11b-octahydrobenzo[6,7]oxepino[4,5-c]pyridine